FC1=C(C=C(C(=C1)I)OC)C=1C=NN(C1)C1OCCCC1 4-(2-fluoro-4-iodo-5-methoxy-phenyl)-1-tetrahydropyran-2-yl-pyrazole